benzofuranspiro-bicyclo[2.1.1]hexane C12C3(CC(C1)C2)OC2=C(C3)C=CC=C2